(Z)-4-(2-ethyl-4-(3-(pyrrolidin-1-ylsulfonyl)phenyl)-1H-benzo[d]imidazol-1-yl)-3-fluorobut-2-en-1-amine hydrochloride Cl.C(C)C1=NC2=C(N1C/C(=C/CN)/F)C=CC=C2C2=CC(=CC=C2)S(=O)(=O)N2CCCC2